(E)-3-(3-((2S,6R)-2,6-Dimethylmorpholino)-4-oxo-2,3,4,5-tetrahydro-1H-pyrido[2,3-b][1,4]diazepin-8-yl)-N-methyl-N-((3-methylbenzofuran-2-yl)methyl)acrylamide C[C@@H]1O[C@@H](CN(C1)C1CNC2=C(NC1=O)N=CC(=C2)/C=C/C(=O)N(CC=2OC1=C(C2C)C=CC=C1)C)C